3,3,4,4-tetramethyl-1-(tributyl-λ4-stannanyl)-2-oxa-3-silapentane C[Si](OC[Sn](CCCC)(CCCC)CCCC)(C(C)(C)C)C